CS(=O)C Di-methylsulfoxid